2-(((2R,7aS)-2-fluorotetrahydro-1H-pyrrolizin-7a(5H)-yl)methoxy)-7-(2-methoxyphenyl)-4-(piperazin-1-yl)-6,7-dihydropyrido[3,4-d]pyrimidin-8(5H)-one F[C@@H]1C[C@@]2(CCCN2C1)COC=1N=C(C2=C(N1)C(N(CC2)C2=C(C=CC=C2)OC)=O)N2CCNCC2